N,N'-Diformyl-Urea C(=O)NC(=O)NC=O